NCCNC(CCC#C)=O N-(2-aminoethyl)pent-4-ynamide